(2S,5R)-benzyl 5-(1-bromo-8-((2,4-dimethoxybenzyl)amino)imidazo[1,5-a]pyrazin-3-yl)-2-formyl-5-methylpiperidine-1-carboxylate BrC=1N=C(N2C1C(=NC=C2)NCC2=C(C=C(C=C2)OC)OC)[C@@]2(CC[C@H](N(C2)C(=O)OCC2=CC=CC=C2)C=O)C